9-propyl-9H-carbazole-3-formaldehyde C(CC)N1C2=CC=CC=C2C=2C=C(C=CC12)C=O